trans-2-((4-(4-(4-chlorophenyl)-5-methoxy-4H-1,2,4-triazol-3-yl)cyclohexyl)oxy)pyridine ClC1=CC=C(C=C1)N1C(=NN=C1OC)[C@@H]1CC[C@H](CC1)OC1=NC=CC=C1